ClC1=C(C=CC(=C1)CS(=O)(=O)C)C1COCC(CN1C1=NC(=NC(=C1)C)N)(C)C 4-[3-(2-chloro-4-methylsulfonylmethyl-phenyl)-6,6-dimethyl-[1,4]oxazepan-4-yl]-6-methyl-pyrimidin-2-ylamine